N[C@H](/C=C/C(=O)N1CC2=C([C@@H](C1)C1=C(C=CC=C1)C=1C(=NN(C1)CC)C(F)(F)F)C=C(S2)C#N)CO (S)-6-((R,E)-4-Amino-5-hydroxypent-2-enoyl)-4-(2-(1-ethyl-3-(trifluoromethyl)-1H-pyrazol-4-yl)phenyl)-4,5,6,7-tetrahydrothieno[2,3-c]pyridine-2-carbonitrile